FC1=CC=C(C=C1)N1N=CC2=C1C=C1CCN(C[C@]1(C2)C(=O)C=2N(C=CN2)C)S(=O)(=O)C2=CC=C(C)C=C2 (R)-(1-(4-fluorophenyl)-6-tosyl-4,4a,5,6,7,8-hexahydro-1H-pyrazolo[3,4-g]isoquinolin-4a-yl)(1-methyl-1H-imidazol-2-yl)methanone